2-(3-chloropyrazin-2-yl)-6-diethoxyphosphoryl-4-methyl-1,3,4-oxadiazin-5-one ClC=1C(=NC=CN1)C=1OC(C(N(N1)C)=O)P(=O)(OCC)OCC